4-bromo-3-(2,6-dimethylphenoxy)-1-(1-methylpiperidin-4-yl)pyridin-2(1H)-one BrC1=C(C(N(C=C1)C1CCN(CC1)C)=O)OC1=C(C=CC=C1C)C